C(C1=CC=CC=C1)OC=1C(C=CN2NC3N(C(C21)=O)CC2(C3)CCC(CC2)(F)F)=O 9'-(benzyloxy)-4,4-difluoro-3a',4'-dihydrospiro[cyclohexane-1,2'-pyrido[2,1-f]pyrrolo[2,1-c][1,2,4]triazine]-8',10'(1'H,3'H)-dione